FC=1C=C(OC2=C3CCN(CC3=CC=C2)C(=O)OC(C)(C)C)C=CC1C(F)(F)F tert-butyl 5-(3-fluoro-4-(trifluoromethyl)phenoxy)-3,4-dihydroisoquinoline-2(1H)-carboxylate